C(C)N(CC)CCNC(C(=C)C)=O N-diethylaminoethyl-methacrylamide